di(octadecanoyl) peroxide C(CCCCCCCCCCCCCCCCC)(=O)OOC(CCCCCCCCCCCCCCCCC)=O